FC1=CC(=C(C(=O)N(C(C)C)C(C)C)C=C1)C(C)O 4-fluoro-2-(1-hydroxyethyl)-N,N-di(1-methylethyl)benzamide